F[C@H]1[C@@H]2CCC[C@H](C[C@H]1OC1=CN=C(N=N1)C1=C(C=C(C=C1)N1C=NC=C1)O)N2 2-(6-(((1S,2S,3R,5R)-2-fluoro-9-azabicyclo[3.3.1]nonan-3-yl)oxy)-1,2,4-triazin-3-yl)-5-(1H-imidazol-1-yl)phenol